((4'-((2-(2-hydroxyprop-2-yl)-1H-imidazol-1-yl)methyl)-5-isobutyl-[1,1'-biphenyl]-2-Yl)sulfonyl)carbamic acid methyl ester COC(NS(=O)(=O)C1=C(C=C(C=C1)CC(C)C)C1=CC=C(C=C1)CN1C(=NC=C1)C(C)(C)O)=O